FC1CCN(CC1)CC(=O)NC=1C=C(C(=NC1)C)NC(=O)C1=NN=C2N1C=CC(=C2)C=2C=NN(C2)C N-(5-(2-(4-fluoropiperidin-1-yl)acetamido)-2-methylpyridin-3-yl)-7-(1-methyl-1H-pyrazol-4-yl)-[1,2,4]triazolo[4,3-a]pyridine-3-carboxamide